tert-butyl N-tert-butoxycarbonyl-N-(6-dimethylphosphoryl-2-methoxy-3-pyridyl)carbamate C(C)(C)(C)OC(=O)N(C(OC(C)(C)C)=O)C=1C(=NC(=CC1)P(=O)(C)C)OC